FC(COC1=NC=CC(=C1)CNC(=O)NC12CCC(CC1)(CC2)F)(C)F 1-[[2-(2,2-difluoropropoxy)pyridin-4-yl]methyl]-3-(4-fluoro-1-bicyclo[2.2.2]octanyl)urea